1-((1s,4s)-4-hydroxy-4-methylcyclohexyl)-1H-pyrazol-4-ol OC1(CCC(CC1)N1N=CC(=C1)O)C